CC1=CC=C(S1)C1=NNC(O1)=O 5-(5-methylthiophen-2-yl)-1,3,4-oxadiazol-2(3H)-one